ClC=1OC2=C(N1)C=CC(=C2)N2CCCC2 2-chloro-6-(pyrrolidin-1-yl)benzo[d]oxazole